C(C)OC1=NC=CC=C1C=1C=C(C2=C(N1)N(N=C2C(C)C)C)N 6-(2-ethoxypyridin-3-yl)-3-isopropyl-1-methyl-1H-pyrazolo[3,4-b]pyridin-4-amine